NC([C@H]([C@H](CC)C)NC(C(CC)(C1=CC=C(C=C1)CC)NC(=O)C=1C=NN2C1C[C@@H](CC2(C)C)C2=CC=CC=C2)=O)=O (5R)-N-(1-(((2S,3S)-1-amino-3-methyl-1-oxopent-2-yl)amino)-2-(4-ethylphenyl)-1-oxobutan-2-yl)-7,7-dimethyl-5-phenyl-4,5,6,7-tetrahydropyrazolo[1,5-a]pyridine-3-carboxamide